FC(C1CN2C(CO1)=CC=N2)(F)F 6-(trifluoromethyl)-6,7-dihydro-4H-pyrazolo[5,1-c][1,4]Oxazine